benzyl ((S)-1-(((S)-2-((S)-2-(4-(3-(2-(2-(2-aminoethoxy)ethoxy)ethoxy)benzoyl)thiazol-2-yl)pyrrolidin-1-yl)-1-cyclohexyl-2-oxoethyl)amino)-1-oxopropan-2-yl)(methyl)carbamate NCCOCCOCCOC=1C=C(C(=O)C=2N=C(SC2)[C@H]2N(CCC2)C([C@H](C2CCCCC2)NC([C@H](C)N(C(OCC2=CC=CC=C2)=O)C)=O)=O)C=CC1